FC1=C(C=CC=C1)C#CC1=CC=C(C(=O)NCC2CC(CCC2)O)C=C1 4-((2-fluorophenyl)ethynyl)-N-((3-hydroxycyclohexyl)methyl)benzamide